C(C)(=O)OCCCCOC1=C(C=C(C=C1)C1=CC=C(C=C1)C(=O)OCC)C1=CC(=C(C=C1)N1CCCC1)[Si](C)(C)C Ethyl 4'-(4-acetoxybutoxy)-4''-(pyrrolidin-1-yl)-3''-(trimethylsilyl)-[1,1':3',1''-terphenyl]-4-carboxylate